FC=1C=C(C=CC1C(=O)O)B(O)O 3-fluoro-4-carboxy-phenylboronic acid